BrC1=CN=CC=2[C@H](CCCC12)CCC(=O)N (R)-4-bromo-5,6,7,8-tetrahydroisoquinoline-8-propionamide